4,4-Difluorohept-6-en-1-ylbenzoate FC(CCCOC(C1=CC=CC=C1)=O)(CC=C)F